[6-(3-cyclopropyl-1,2,4-triazol-1-yl)-2-azaspiro[3.3]heptan-2-yl]-[rac-(3aS,6aR)-5-[4-fluoro-3-(trifluoromethoxy)phenoxy]-3,3a,4,5,6,6a-hexahydro-1H-cyclopenta[c]pyrrol-2-yl]methanone C1(CC1)C1=NN(C=N1)C1CC2(CN(C2)C(=O)N2C[C@H]3[C@@H](C2)CC(C3)OC3=CC(=C(C=C3)F)OC(F)(F)F)C1 |r|